5-Amino-3'-ethoxy-4'-(7-oxo-6,7-dihydro-3H-[1,2,3]triazolo[4,5-d]pyrimidin-5-yl)-[1,1'-biphenyl]-3-carboxylic acid NC=1C=C(C=C(C1)C1=CC(=C(C=C1)C=1NC(C2=C(N1)NN=N2)=O)OCC)C(=O)O